The molecule is a deuterated compound that is citric acid in which the four methylene hydrogens are replaced by deuterium. It is a deuterated compound, a tricarboxylic acid and a tertiary alcohol. [2H]C([2H])(C(=O)O)C(C(=O)O)(C([2H])([2H])C(=O)O)O